(E)-(4-([1,1'-biphenyl]-2-yldiazenyl)-2-chlorophenyl)(5H-benzo[e]pyrrolo[1,2-a][1,4]diazepin-10(11H)-yl)methanone C1(=C(C=CC=C1)/N=N/C1=CC(=C(C=C1)C(=O)N1CC=2N(CC3=C1C=CC=C3)C=CC2)Cl)C2=CC=CC=C2